N[C@@H](C(=S)O)CCC (2R)-2-aminothiovaleric acid